N5-(2,4-dimethoxybenzyl)-3-ethyl-8-(4-methylpiperazin-1-yl)-N2-(tetrahydro-2H-pyran-4-yl)pyrido[3,4-b]pyrazine-2,5-diamine COC1=C(CNC2=NC=C(C=3C2=NC(=C(N3)NC3CCOCC3)CC)N3CCN(CC3)C)C=CC(=C1)OC